4-(4-cyclopropylsulfonyl-3-methyl-phenyl)-3-(difluoromethoxy)-N-methyl-1H-pyrazolo[3,4-c]pyridine-5-carboxamide C1(CC1)S(=O)(=O)C1=C(C=C(C=C1)C1=C2C(=CN=C1C(=O)NC)NN=C2OC(F)F)C